C(C1=CC=CC=C1)OC[C@@H]1[C@](OC2=C1C(=C(C(=C2)F)Cl)Br)(C2=CC=CC=C2)CN(C(OC(C)(C)C)=O)C tert-butyl (((2S,3R)-3-((benzyloxy)methyl)-4-bromo-5-chloro-6-fluoro-2-phenyl-2,3-dihydrobenzofuran-2-yl)methyl)(methyl)carbamate